N-methyl-6-(4-{[trans-4-{[4-(pentafluoro-λ6-sulfanyl)phenyl]Amino}cyclohexyl]sulfonimidoyl}phenyl)pyridine-3-carboxamide CNC(=O)C=1C=NC(=CC1)C1=CC=C(C=C1)S(=O)(=N)[C@@H]1CC[C@H](CC1)NC1=CC=C(C=C1)S(F)(F)(F)(F)F